1-(4-carbamoyl-pyrimidin-2-yl)piperidine-4-carboxylic acid hydrochloride Cl.C(N)(=O)C1=NC(=NC=C1)N1CCC(CC1)C(=O)O